ClC=1C=CC2=C(NC=N2)C1 6-chloro-1H-benzimidazol